OC1=C(C=C(C=C1)CNC(CCCCCCC\C=C/CCCCCCCC)=O)OC (Z)-N-[(4-hydroxy-3-methoxyphenyl)methyl]octadec-9-enamide